CC1=NOC(=C1C1=CC2=C(N(C(=N2)[C@@H]2CCCC(N2C2=CC(=C(C=C2)OC)F)=O)C2CCC(CC2)(C)O)C=C1)C (S)-6-(5-(3,5-dimethylisoxazol-4-yl)-1-((1r,4S)-4-hydroxy-4-methylcyclohexyl)-1H-benzo[d]imidazol-2-yl)-1-(3-fluoro-4-methoxyphenyl)piperidin-2-one